FC=1C=C(C(N(C1)C=1N=NC(=CC1)C)=C=O)NC=1C=C(C=2N(N1)C(=CN2)C(=O)N[C@H]2C(N(CC2)C)=C=O)NC (R)-6-((5-fluoro-1-(6-methylpyridazin-3-yl)-2-carbonyl-1,2-dihydropyridin-3-yl)amino)-N-(1-methyl-2-carbonylpyrrolidin-3-yl)-8-(methylamino)imidazo[1,2-b]pyridazine-3-carboxamide